C(C)NC(CN1N=C(C=CC1=O)C=1C=NC(=CC1)OC(C)C)=O N-ethyl-2-(3-(6-isopropoxypyridin-3-yl)-6-oxopyridazin-1(6H)-yl)acetamide